2-(2-Acetamido-4-(6-((4-cyano-2-fluorobenzyl)oxy)pyridin-2-yl)benzyl)-1-(2-methoxyethyl)-1H-benzo[d]imidazole-6-carboxylic acid C(C)(=O)NC1=C(CC2=NC3=C(N2CCOC)C=C(C=C3)C(=O)O)C=CC(=C1)C1=NC(=CC=C1)OCC1=C(C=C(C=C1)C#N)F